C(C(=C)C)(=O)OCCCCC 1-pentyl methacrylate